C(=CC1=CC=CC=C1)S=N styryl-sulfimide